6-(3-((2-methoxy-4-(methylsulfonyl)phenyl)amino)prop-1-yn-1-yl)-N-(1-methylpiperidin-4-yl)-3-(2,2,2-trifluoroethyl)imidazo[1,2-a]pyridin-8-amine COC1=C(C=CC(=C1)S(=O)(=O)C)NCC#CC=1C=C(C=2N(C1)C(=CN2)CC(F)(F)F)NC2CCN(CC2)C